N-(6-chloro-3-methoxy-2-methylphenyl)carboxamide ClC1=CC=C(C(=C1NC=O)C)OC